N1N=CC(=C1)C1=CC=C(C=C1)NC1=NC(=NC=C1)C1=CC=C2C(=C(NC2=C1)C(=O)NC)Cl 6-(4-((4-(1H-pyrazol-4-yl)phenyl)amino)pyrimidin-2-yl)-3-chloro-N-methyl-1H-indole-2-carboxamide